C(C=CCCCCC)(=O)N octeneamide